tert-butyl 3-(4-(3-methyleneazetidin-1-yl)-1-(4-(trifluoromethoxy)phenyl)-1H-pyrazolo[3,4-b]pyridin-3-yl)azetidine-1-carboxylate C=C1CN(C1)C1=C2C(=NC=C1)N(N=C2C2CN(C2)C(=O)OC(C)(C)C)C2=CC=C(C=C2)OC(F)(F)F